ClC(=O)C1=CC(=C(CNC(OC(C)(C)C)=O)C=C1)OC tert-butyl (4-(chlorocarbonyl)-2-methoxybenzyl)carbamate